1-((3-Cyanobicyclo[1.1.1]pentan-1-yl)methyl)-1H-1,2,3-triazole-4-carboxylic acid C(#N)C12CC(C1)(C2)CN2N=NC(=C2)C(=O)O